1-[5-(5-Fluoro-3-pyridinyl)-1,3,4-oxadiazol-2-yl]bicyclo[1.1.1]pentan-3-amine trifluoroacetate FC(C(=O)O)(F)F.FC=1C=C(C=NC1)C1=NN=C(O1)C12CC(C1)(C2)N